FC1=CC(=C(C=C1NC(C1=NC=CC(=C1)C(F)(F)F)=O)C1=CC2=C(CN(C=N2)NC(OC(C)C)=O)N2C1=NCC2)C isopropyl (6-(4-fluoro-2-methyl-5-(4-(trifluoromethyl)picolinamido)phenyl)-8,9-dihydroimidazo[1',2':1,6]pyrido[2,3]pyrimidin-2-yl)carbamate